C(C\C=C/CC)OC=C(C)C1=CC=CC=C1 (1-(((Z)-hex-3-en-1-yl)oxy)prop-1-en-2-yl)benzene